C(#N)C1=CC=C(C=C1)[C@@H](CN[C@H](C(=O)NC1=CC2=C(NC(N2)=O)C=C1)C1=CC=CC=C1)C (S)-2-(((S)-2-(4-cyanophenyl)propyl)amino)-N-(2-oxo-2,3-dihydro-1H-benzo[d]imidazol-5-yl)-2-phenylacetamide